(2S)-1,1,1,2,3,3-hexadeuterio-3-(5-methoxyindol-1-yl)-N,N-dimethyl-propan-2-amine [2H]C([C@@](C(N1C=CC2=CC(=CC=C12)OC)([2H])[2H])(N(C)C)[2H])([2H])[2H]